COC(=O)C=1C=C2C=C(C(=NC2=CC1)NCC1=CC=C(C=C1)OC)C 2-((4-methoxybenzyl)amino)-3-methylquinoline-6-carboxylic acid methyl ester